CN1N=C(N=N1)COCC(=C)C 2-methyl-5-(((2-methylallyl)oxy)methyl)-2H-tetrazole